N1=CN=C(C2=C1NC=C2)NC=2C=C(C=CC2N2CCOCC2)C#CC(C)(O)C=2SC=CN2 4-(3-((7H-pyrrolo[2,3-d]pyrimidin-4-yl)amino)-4-morpholinophenyl)-2-(thiazol-2-yl)but-3-yn-2-ol